N4-Cyclopentyl-N2-(4-methoxyphenyl)-5-{2-[(4-methoxyphenyl)sulfonyl]vinyl}pyrimidine-2,4-diamine C1(CCCC1)NC1=NC(=NC=C1C=CS(=O)(=O)C1=CC=C(C=C1)OC)NC1=CC=C(C=C1)OC